N2-(1-(9H-fluoren-9-yl)-3-oxo-2,7,10,13,16-pentaoxa-4-azanonadecan-19-oyl)-N6-(tert-butoxycarbonyl)-L-lysine C1=CC=CC=2C3=CC=CC=C3C(C12)COC(NCCOCCOCCOCCOCCC(=O)N[C@@H](CCCCNC(=O)OC(C)(C)C)C(=O)O)=O